(R)-6-(4-cyanophenyl)-N-(3-(3,4-dihydroisoquinolin-2(1H)-yl)-2-hydroxypropyl)-N-methylimidazo[1,2-a]pyrazine-2-carboxamide C(#N)C1=CC=C(C=C1)C=1N=CC=2N(C1)C=C(N2)C(=O)N(C)C[C@@H](CN2CC1=CC=CC=C1CC2)O